ClC1=CC=C(C=C1)C=1C(C(=CN(C1)C)C(=O)NC1=CC(=C(C=C1)OC1=CC=NC2=CC(=C(N=C12)OC)OC)F)=O 5-(4-chlorophenyl)-N-[4-[(6,7-dimethoxy-1,5-naphthyridin-4-yl)oxy]-3-fluorophenyl]-1-methyl-4-oxopyridine-3-carboxamide